6-[4-(2-{6-azaspiro[2.5]octane-6-yl}-4-iodophenyl)-1H-1,2,3-triazol-1-yl]-8-(4,4-Difluoropiperidin-1-yl)quinoline C1CC12CCN(CC2)C2=C(C=CC(=C2)I)C=2N=NN(C2)C=2C=C1C=CC=NC1=C(C2)N2CCC(CC2)(F)F